rac-(tert-butyloxycarbonyl)methionine C(C)(C)(C)OC(=O)N[C@@H](CCSC)C(=O)O |r|